C(CCCCCCC)N1SC=CC1 N-octyl-4-isothiazoline